1,3,5-hexanetricarbonitrile C(CC(CC(C)C#N)C#N)C#N